(6-(7-(aminomethyl)-1,6-naphthyridin-2-yl)-3-fluoropyridin-2-yl)-3,5-dimethylpiperidin-4-ol NCC1=NC=C2C=CC(=NC2=C1)C1=CC=C(C(=N1)N1CC(C(C(C1)C)O)C)F